5-(6-((1S,6R,7R)-7-(aminomethyl)-7-(2,3-difluorophenyl)-3-azabicyclo[4.1.0]heptan-3-yl)-1H-pyrazolo[3,4-b]pyrazin-3-yl)quinoline-8-carboxylic acid NC[C@@]1([C@@H]2CCN(C[C@H]12)C1=CN=C2C(=N1)NN=C2C2=C1C=CC=NC1=C(C=C2)C(=O)O)C2=C(C(=CC=C2)F)F